1,3-dimesityl-1H-imidazol-3-ium hydrogen carbonate C(O)([O-])=O.C1(=C(C(=CC(=C1)C)C)N1C=[N+](C=C1)C1=C(C=C(C=C1C)C)C)C